tert-butyl 4-[4-(2,4-dioxohexahydropyrimidin-1-yl)-2-hydroxy-phenyl]-3,6-dihydro-2H-pyridine-1-carboxylate O=C1N(CCC(N1)=O)C1=CC(=C(C=C1)C=1CCN(CC1)C(=O)OC(C)(C)C)O